(+-)-8-(4-methoxyphenyl)-8-azabicyclo[3.2.1]Oct-2-ene COC1=CC=C(C=C1)N1C2C=CCC1CC2